NC1=NC2=CC(=CC=C2C=C1Cl)CN(C(=O)C=1N=NC(=CC1)OCC)C1=C(C=C(C=C1)F)S(=O)(=O)C N-[(2-amino-3-chloroquinolin-7-yl)methyl]-6-ethoxy-N-(4-fluoro-2-methanesulfonylphenyl)pyridazine-3-carboxamide